aminocarboxylic acid cyanide NC(=O)C#N